methyl 4-[1-cyclopropyl-4-(trifluoromethyl)imidazol-2-yl]-3-methoxybenzoate C1(CC1)N1C(=NC(=C1)C(F)(F)F)C1=C(C=C(C(=O)OC)C=C1)OC